(2S)-N-[(3S)-2-oxo-5-phenyl-1,3-dihydro-1,4-benzodiazepin-3-yl]-2-[(2,3,5,6-tetrafluoropyridin-4-yl)amino]propanamide O=C1NC2=C(C(=N[C@@H]1NC([C@H](C)NC1=C(C(=NC(=C1F)F)F)F)=O)C1=CC=CC=C1)C=CC=C2